C(C1=CC=CC=C1)OC(=O)[C@H]1N(CC(C1)O)CCCCCC(OCCCCCCCCCCC)=O (2S)-4-hydroxy-1-(6-oxo-6-undecyloxy-hexyl)pyrrolidine-2-carboxylic acid benzyl ester